(2S)-2-(9H-fluoren-9-yl-methoxycarbonylamino)-3-(2-fluoro-3-iodophenyl)propanoic acid C1=CC=CC=2C3=CC=CC=C3C(C12)N([C@H](C(=O)O)CC1=C(C(=CC=C1)I)F)C(=O)OC